C1(CCC1)NCC1=CC(=C(S1)[S@](=O)(N)=NC(NC1=C2CCCC2=CC=2CCCC12)=O)F (S)-5-((cyclobutylamino)methyl)-3-fluoro-N'-((1,2,3,5,6,7-hexahydro-s-indacen-4-yl)carbamoyl)thiophene-2-sulfonimidamide